N(C)CC(=O)[O-].C(C)[N+](CC)(CC)CC tetraethylammonium sarcosinate